CCC([NH+](C)C)OS(=O)(=O)[O-] dimethylammonio-1-propane sulfate